FC(C=1C=2N(C=CC1)N=C(C2)[C@@H]2N(CCC1=C2N=CN1)C(=O)C=1OC(=NN1)C1=NN(C=C1)C(F)(F)F)F (R)-(4-(4-(difluoromethyl)pyrazolo[1,5-a]pyridin-2-yl)-6,7-dihydro-1H-imidazo[4,5-c]pyridin-5(4H)-yl)(5-(1-(trifluoromethyl)-1H-pyrazol-3-yl)-1,3,4-oxadiazol-2-yl)methanone